FC1=CC=C(C=C1)C1=C(N=C(C2=CC3=C(C=C12)C=NN3)N=S(=O)(C)C)CC(C)(C)O ((5-(4-fluorophenyl)-6-(2-hydroxy-2-methylpropyl)-1H-pyrazolo[4,3-g]isoquinolin-8-yl)imino)dimethyl-λ6-sulfanone